1,3-dichloro-5-(3-(4-methoxyphenoxy)-3,3-difluoroprop-1-en-2-yl)benzene ClC1=CC(=CC(=C1)C(=C)C(F)(F)OC1=CC=C(C=C1)OC)Cl